6-(N-Boc-amino)-1-hexanol C(=O)(OC(C)(C)C)NCCCCCCO